tert-butyl N-[[5-chloro-7-(1-methylpyrazol-4-yl)-4-oxo-3H-phthalazin-1-yl]methyl]carbamate ClC1=C2C(NN=C(C2=CC(=C1)C=1C=NN(C1)C)CNC(OC(C)(C)C)=O)=O